4-(6-Fluoro-5H-imidazo[5,1-a]isoindol-5-yl)tetrahydro-2H-pyran-3-ol FC1=C2C(N3C(C2=CC=C1)=CN=C3)C3C(COCC3)O